C(#N)C(C(=O)OCCCCCCCCCCCCCCCCCC)=C stearyl α-cyanoacrylate